1,2-dithiolanevaleric acid S1SC(CC1)CCCCC(=O)O